FC(CCC(=O)NCC(F)(F)F)(C)F 4,4-difluoro-N-(2,2,2-trifluoroethyl)pentanamide